F[C@H]1[C@H](C1)N1C(C(=CC=C1)NC(=O)C=1C=C2C(=NC1N1CCC(CC1)O)OC(C2)(C)C)=O N-(1-((1S,2R)-2-Fluorocyclopropyl)-2-oxo-1,2-dihydropyridin-3-yl)-6-(4-hydroxypiperidin-1-yl)-2,2-dimethyl-2,3-dihydrofuro[2,3-b]pyridine-5-carboxamide